FC1=C(C(=O)N2CC(CC2)C2=NOC(=C2)C(=O)O)C=CC(=C1OCC1=CC=C(C=C1)OC)OCC1=CC=C(C=C1)OC 1-(2-fluoro-3,4-bis((4-methoxybenzyl)oxy)benzoyl)pyrrolidin-3-ylisoxazole-5-carboxylic acid